2,6-bis(2-methoxyphenyl)phenylphosphine 2,5-dioxopyrrolidin-1-yl-5-methyl-4-(pyridin-2-ylthio)heptanoate O=C1N(C(CC1)=O)C(C(=O)O)CC(C(CC)C)SC1=NC=CC=C1.COC1=C(C=CC=C1)C1=C(C(=CC=C1)C1=C(C=CC=C1)OC)P